CC1(OCCC(O1)C1=C(C(=O)O)C=CC=C1)C 2-(2,2-dimethyl-1,3-dioxan-4-yl)benzoic acid